(S)-5-Fluoro-4-(5-(hydroxymethyl)-1-methyl-1H-pyrazol-3-yl)-N-(o-tolyl)-2-((1,1,1-trifluoropropan-2-yl)oxy)benzamide FC=1C(=CC(=C(C(=O)NC2=C(C=CC=C2)C)C1)O[C@H](C(F)(F)F)C)C1=NN(C(=C1)CO)C